2-bromo-5,6-dihydro-7H-pyrrolo[3,4-b]Pyridin-7-one BrC1=CC=C2C(=N1)C(NC2)=O